O.FC1(C[C@H](NC1)C1=NN(C=N1)C1=C(C=C(C=N1)NC(CN1N=C(C=C1C)C(F)(F)F)=O)F)F (S)-N-(6-(3-(4,4-difluoropyrrolidin-2-yl)-1H-1,2,4-triazol-1-yl)-5-fluoropyridin-3-yl)-2-(5-methyl-3-(trifluoromethyl)-1H-pyrazol-1-yl)acetamide monohydrate